(R)-methyl 3-amino-4-(1-(2,2,2-trifluoro-N-methylacetamido)-ethyl)benzoate NC=1C=C(C(=O)OC)C=CC1[C@@H](C)N(C(C(F)(F)F)=O)C